C1(=CC=CC=C1)[C@@H]1N2C(COC1)=NC1=C2C=C(C=C1)C=1C=NC(=NC1)N1C[C@@H]([C@H](C1)O)O (3S,4S)-1-(5-((S)-4-phenyl-3,4-dihydro-1H-benzo[4,5]imidazo[2,1-c][1,4]oxazin-7-yl)pyrimidin-2-yl)pyrrolidine-3,4-diol